5-[(3S)-3-(benzyloxy)pyrrolidin-1-yl]-1,3-thiazole-4-carboxylic acid ethyl ester C(C)OC(=O)C=1N=CSC1N1C[C@H](CC1)OCC1=CC=CC=C1